4-cyano-N-[2-(4,4-dimethylcyclohexen-1-yl)-6-[5-(fluoromethyl)-1-methyl-8-oxabicyclo[3.2.1]octa-2,6-dien-3-yl]-3-pyridyl]-1-(2-trimethylsilylethoxymethyl)imidazole-2-carboxamide C(#N)C=1N=C(N(C1)COCC[Si](C)(C)C)C(=O)NC=1C(=NC(=CC1)C1=CC2(C=CC(C1)(O2)CF)C)C2=CCC(CC2)(C)C